C1N(CCC2=CC=CC=C12)[C@H]1[C@@H](CN(CC1)C1=NC=NC(=C1)NC1=C(C=CC=C1)S(=O)(=O)C)O trans-4-(3,4-dihydroisoquinolin-2(1H)-yl)-1-(6-((2-(methylsulfonyl)phenyl)amino)pyrimidin-4-yl)piperidin-3-ol